2-[[[2-[(2,4-dichlorophenyl)amino]-6-(trifluoromethyl)-4-pyrimidinyl] oxy]methyl]-α-(methoxymethylene)benzeneacetate ClC1=C(C=CC(=C1)Cl)NC1=NC(=CC(=N1)OCC1=C(C=CC=C1)C(C(=O)[O-])=COC)C(F)(F)F